C(C)(=O)C1=CC=C(C=C1)N1N=CC=2C(C1=O)=C(N(C2C)C2=CC(=CC=C2)N2CCC2)C 2-(4-acetylphenyl)-6-(3-(azetidin-1-yl)phenyl)-5,7-dimethyl-2,6-dihydro-1H-pyrrolo[3,4-d]pyridazin-1-one